C1(CC1)C1=NC=NC(=C1C=1N=C(C2=C(N1)C=CO2)NCC2=CC=C(C=C2)C=2N(C=C(N2)C(F)F)C)OC 2-(4-Cyclopropyl-6-methoxypyrimidin-5-yl)-N-(4-(4-(difluoromethyl)-1-methyl-1H-imidazol-2-yl)benzyl)furo[3,2-d]pyrimidin-4-amine